CC1=NOC(=C1C1=CC(=C2C=3N(C(COC31)C3=CC=CC=C3)C(N2)=O)C=2C=NC=CC2)C 7-(3,5-Dimethylisoxazol-4-yl)-4-phenyl-9-pyridin-3-yl-4,5-dihydroimidazo[1,5,4-de][1,4]benzoxazin-2(1H)-one